1-methyl-2-butylbenzene CC1=C(C=CC=C1)CCCC